CN1C(CN(CC1)C=1N=CC2=C(N1)C(=NN2)C=2C=NN(C2)C)=O 1-Methyl-4-(3-(1-methyl-1H-pyrazol-4-yl)-1H-pyrazolo[4,3-d]pyrimidin-5-yl)piperazin-2-one